C(#N)C=1C=C(C=2N(C(C=C(N2)N2CCC(CC2)(F)F)=O)C1)[C@H](C)NC1=C(C(=O)O)C=CC=C1 (S)-2-((1-(7-cyano-2-(4,4-difluoropiperidin-1-yl)-4-oxo-4H-pyrido[1,2-a]pyrimidin-9-yl)ethyl)amino)benzoic acid